pentachlorobutadiene C(=C(Cl)Cl)C(=C(Cl)Cl)Cl